N[C@]1(CN(CC1)C1=C(C(=C(C=C1)Cl)CC)CN1C2=NC=NC(=C2N=C1)N)C(=O)NCCS(=O)(=O)C1=CC=CC=C1 (R)-3-amino-1-(2-((6-amino-9H-purin-9-yl)methyl)-4-chloro-3-ethylphenyl)-N-(2-(phenylsulfonyl)ethyl)pyrrolidine-3-carboxamide